COC(=O)C(C(C)C)C1=CC(=NO1)OC1CCN(CC1)C(=O)OC(C)(C)C tert-butyl 4-[5-(1-methoxycarbonyl-2-methyl-propyl)isoxazol-3-yl]oxypiperidine-1-carboxylate